2-(3-(((1R,3R,4R,5S)-4-fluoro-1-methyl-9-azabicyclo[3.3.1]nonan-3-yl)(methyl)amino)-1,2,4-triazin-6-yl)-5-(1H-imidazol-1-yl)phenol F[C@H]1[C@@H](C[C@]2(CCC[C@@H]1N2)C)N(C=2N=NC(=CN2)C2=C(C=C(C=C2)N2C=NC=C2)O)C